9-bromo-8-fluoro-1,5,5,10-tetramethyl-5,6-dihydropyrazolo[1,5-c]quinazoline BrC1=C(C=2C=3N(C(NC2C=C1F)(C)C)N=CC3C)C